FC=1C(=NC=C(C(=O)NC)C1)N1C(N(C=2C=NC=3C=C(C(=CC3C21)C=2C=NN(C2)C)OC)C)=O 5-Fluoro-6-[7-methoxy-3-methyl-8-(1-methyl-1H-pyrazol-4-yl)-2-oxo-2,3-dihydroimidazo[4,5-c]-quinolin-1-yl]-N-methyl-nicotinamid